6-(4-((Boc)amino)-4-methylpiperidin-1-yl)-3-(2,3-dichlorophenyl)-5-(difluoromethyl)-1H-pyrazolo[3,4-b]Pyrazine-1-carboxylic acid tert-butyl ester C(C)(C)(C)OC(=O)N1N=C(C=2C1=NC(=C(N2)C(F)F)N2CCC(CC2)(C)NC(=O)OC(C)(C)C)C2=C(C(=CC=C2)Cl)Cl